C(#N)C1=NNC2=C1CN(CC2(F)F)C(=O)OC(C)(C)C tert-butyl 3-cyano-7,7-difluoro-4,6-dihydro-1H-pyrazolo[4,3-c]pyridine-5-carboxylate